PHENYLACETYL DISULFIDE C1(=CC=CC=C1)SSC(C)=O